N[C@H](C(=O)O)CC1=CC=C(C=C1)C1=NOC(=N1)C1=CC=C(C=C1)OC (S)-2-amino-3-(4-(5-(4-methoxyphenyl)-1,2,4-oxadiazol-3-yl)phenyl)propanoic acid